COC1=C2C(=NC(=NC2=CC=C1)C)S methoxy-2-methyl-quinazolin-4-thiol